6,7-difluoro-4-methylsulfinyl-1H-indol FC1=CC(=C2C=CNC2=C1F)S(=O)C